3-({[(1R,4E)-Cyclooct-4-en-1-yloxy]carbonyl}amino)-2-sulfopropanoic acid [C@@H]1(CC\C=C\CCC1)OC(=O)NCC(C(=O)O)S(=O)(=O)O